S(=O)(=O)(O)O.NC1=NC=NC(=C1N)N 4,5,6-triaminopyrimidine sulfate